2-(pyridin-3-yl)cyclopropanecarboxylic acid N1=CC(=CC=C1)C1C(C1)C(=O)O